NC1=NC(=NC(=C1C(=O)OCC)C)C=1C=NC(=CC1)OCCC(C)(C)C ethyl 4-amino-2-(6-(3,3-dimethylbutoxy)pyridin-3-yl)-6-methylpyrimidine-5-carboxylate